C1(=CC(=CC=C1)N(C1=CC=C(C=C1)N(C1=CC=C(C2=CC=C(N(C3=CC=CC=C3)C3=CC=C(C=C3)N(C=3C=C(C=CC3)C)C=3C=C(C=CC3)C)C=C2)C=C1)C1=CC=CC=C1)C=1C=C(C=CC1)C)C bis[4-bis(m-tolyl)aminophenyl]-N,N'-diphenylbenzidine